NCCCOC=1C=NC=CC1C1=C(C=2C(N(CC(C2N1)CCC(OC)OC)C(=O)OC(C)(C)C)=O)NC1=C(C(=CC=C1)F)OC tert-butyl 2-[3-(3-aminopropoxy)-4-pyridyl]-7-(3,3-dimethoxypropyl)-3-(3-fluoro-2-methoxy-anilino)-4-oxo-6,7-dihydro-1H-pyrrolo[3,2-c]pyridine-5-carboxylate